FC=1C=C(C=CC1OC1=CC=NC2=CC(=C(C=C12)NCCN1CCOCC1)OC)NC(=O)C1=C2C(=CN(C1=O)C1=CC=C(C=C1)F)CCO2 N-[3-fluoro-4-({7-methoxy-6-[(2-morpholinoethyl)amino]quinolin-4-yl}oxy)phenyl]-5-(4-fluorophenyl)-6-oxo-2,3,5,6-tetrahydrofuro[3,2-c]pyridine-7-carboxamide